ClC1=C(C(=CC(=C1)Br)Cl)O 2,6-dichloro-4-bromophenol